CC=1OC2=C(N1)C=C(C=C2NC(C2=NC(=CC=C2)C(F)(F)F)=O)[C@@H](C)SC2=NN=CN2C (R)-N-(2-methyl-5-(1-((4-methyl-4H-1,2,4-triazol-3-yl)thio)ethyl)benzo[d]oxazol-7-yl)-6-(trifluoromethyl)picolinamide